CC1C(C1C1=NC=NC=C1)C(=O)N 2-methyl-3-(pyrimidin-4-yl)cyclopropane-1-carboxamide